C(#N)C1=C(C=C(OC(C(=O)O)(C)C)C=C1)CN1CCN(CC1)C(=O)OC(C(F)(F)F)C(F)(F)F 2-(4-Cyano-3-((4-(((1,1,1,3,3,3-hexafluoropropan-2-yl)oxy)carbonyl)piperazin-1-yl)methyl)phenoxy)-2-methylpropanoic acid